CN(C)C(=S)Cl N,N-dimethylamino-thioformyl chloride